CC1=C(C=C(C(=C1)N(C1=CC=C(C=C1)C(F)(F)F)C)C)N=CN(C)CC N'-(2,5-dimethyl-4-(methyl(4-(trifluoromethyl)phenyl)amino)phenyl)-N-ethyl-N-methylformimidamide